C(C)(C)(C)OC(=O)N1C[C@H](N(CC1)C1=CC(=C(C=C1)C(NC1C(NC(CC1)=O)=O)=O)F)C (3R)-4-(4-((2,6-dioxopiperidin-3-yl)carbamoyl)-3-fluorophenyl)-3-methylpiperazine-1-carboxylic acid tert-butyl ester